[(pyridin-2-yl)oxy]pyridine-3-carboxamide N1=C(C=CC=C1)OC1=NC=CC=C1C(=O)N